N(C(=S)N)CCCCC1(OCCO1)C (thioureidobutyl)-2-methyl-1,3-dioxolane